C(CCC)C1(C(C(N1)(CCCC)CCCC)CNC([O-])=O)CCCC tetrAbutyl-N-(azetidin-3-ylmethyl)carbamate